C(C1=CC=CC=C1)N1[C@H](CC(C[C@H]1C)C=1SC2=C(N1)C(=CC(=C2)C2=CC(=C1C(=N2)OC(=N1)C)C)F)C 5-(2-((2s,4r,6r)-1-benzyl-2,6-dimethylpiperidin-4-yl)-4-fluorobenzo[d]thiazol-6-yl)-2,7-dimethyloxazolo[5,4-b]pyridine